C1(CC1)S(=O)(=O)N1N=CC(=C1)C1=NC=CC(=N1)C1(NC=C(C(=C1)NC(C)C)C1=NN(C=C1)CCC(F)(F)F)N 2-(2-(1-(Cyclopropylsulfonyl)-1H-pyrazol-4-yl)pyrimidin-4-yl)-N4-isopropyl-5-(1-(3,3,3-trifluoropropyl)-1H-pyrazol-3-yl)pyridine-2,4-diamine